[N+](=O)([O-])C=1C=C(C=CC1[N+](=O)[O-])C(=O)N1CCOCC1 (3,4-dinitrophenyl)(morpholinyl)methanone